N-[2-(dimethyl-amino)ethyl]acrylamide CN(CCNC(C=C)=O)C